C1CNC=2C1=C1C=CC=NC1=CC2 2,3-dihydro-1H-pyrrolo[3,2-f]quinoline